((3-bromophenyl)(cyclobutyl)methyl)-4-methyl-2,4-dihydro-3H-1,2,4-triazole-3-thione BrC=1C=C(C=CC1)C(C1CCC1)N1N=CN(C1=S)C